tert-Butyl 3-(4-(3-(((allyloxy)carbonyl)amino)-1-(3-((tert-butoxycarbonyl)-amino)propyl)-1H-pyrazol-4-yl)phenoxy)-2-(aminooxy)propanoate C(C=C)OC(=O)NC1=NN(C=C1C1=CC=C(OCC(C(=O)OC(C)(C)C)ON)C=C1)CCCNC(=O)OC(C)(C)C